N,N-dimethyl-N'-(3-chloro-4-methyl-phenyl)urea CN(C(=O)NC1=CC(=C(C=C1)C)Cl)C